ClC=1C=C(C=CC1OCC)C1=NC(=C2C(=N1)N(N=C2)C2CCCCC2)NC(=O)C=2SC(=CC2)[N+](=O)[O-] N-(6-(3-chloro-4-ethoxyphenyl)-1-cyclohexyl-1H-pyrazolo[3,4-d]pyrimidin-4-yl)-5-nitrothiophene-2-carboxamide